BrC=1C=C(C=CC1)C1=NC(=NN1C)C=1C=NC=C(C(=O)O)C1 5-(5-(3-bromophenyl)-1-methyl-1H-1,2,4-triazol-3-yl)nicotinic acid